C(C1=CC=CC=C1)N1/C(/SC=C1CO)=N/C(=O)C1=CNC2=NC=CC=C21 (Z)-N-(3-Benzyl-4-(hydroxymethyl)thiazol-2(3H)-ylidene)-1H-pyrrolo[2,3-b]pyridine-3-carboxamide